2-[ethoxy]ethanol C(C)OCCO